1,5-difluoro-8-((2-(2-fluoroethoxy)ethoxy)methyl)-8-methyl-3,6,10,13-tetraoxapentadecane FCCOCC(OCC(COCCOCC)(C)COCCOCCF)F